tert-butyl 3-(4-(3,4-difluoro-2-(trifluoromethyl) phenyl) piperidine-1-carbonyl)-1,4,6,7-tetrahydro-5H-pyrazolo[4,3-c]pyridine-5-carboxylate FC=1C(=C(C=CC1F)C1CCN(CC1)C(=O)C1=NNC2=C1CN(CC2)C(=O)OC(C)(C)C)C(F)(F)F